6-(2-hydroxyethoxy)-8-methyl-2-(3-methyl-1-benzofuran-2-yl)quinoline-4-carboxylic acid OCCOC=1C=C2C(=CC(=NC2=C(C1)C)C=1OC2=C(C1C)C=CC=C2)C(=O)O